FC1=C(C=CC=C1)N1C(=NN=C1C1=NC=CC=C1)C1CC(C1)NC(=O)C1=CC=NC2=CC=CN=C12 N-((1S,3r)-3-(4-(2-fluorophenyl)-5-(pyridin-2-yl)-4H-1,2,4-triazol-3-yl)cyclobutyl)-1,5-naphthyridine-4-carboxamide